2-(1-trifluoromethyl-ethyl)-2-methyl-succinic acid dineopentyl ester C(C(C)(C)C)OC(C(CC(=O)OCC(C)(C)C)(C)C(C)C(F)(F)F)=O